N1N=C(N=C1)C1CN(CCC1)C=1C2=C(N=C(N1)OCC1(CC1)CN(C)C)CN(CC2)C2=CC(=CC1=CC=C(C(=C21)CC)F)O 4-(4-(3-(1H-1,2,4-triazol-3-yl)piperidin-1-yl)-2-((1-((dimethylamino)methyl)cyclopropyl)methoxy)-5,8-dihydropyrido[3,4-d]pyrimidin-7(6H)-yl)-5-ethyl-6-fluoronaphthalen-2-ol